6-((4-(5-(azetidin-1-yl)pyridin-3-yl)-1H-1,2,3-triazol-1-yl)methyl)-2-((4,4-dimethylpiperidin-1-yl)methyl tert-butyl)-1H-indole-1-carboxylate N1(CCC1)C=1C=C(C=NC1)C=1N=NN(C1)CC1=CC=C2C=C(N(C2=C1)C(=O)[O-])C(CCN1CCC(CC1)(C)C)(C)C